COC(=O)C1CCC(CC1)C1=CC=2C(=C(N=NC2N[C@H](C)C=2SC=C(C2)Br)C)C=N1 (1R,4R)-4-(1-(((R)-1-(4-bromothiophen-2-yl)ethyl)amino)-4-methylpyrido[3,4-d]pyridazin-7-yl)cyclohexane-1-carboxylic acid methyl ester